COC(C1=CC=C(C=C1)N1[Se]C2=C(C1=O)C=CC=C2)=O 4-(3-oxobenzo[d][1,2]selenazol-2(3H)-yl)benzoic acid methyl ester